[SiH3][SiH2][SiH2][SiH3] Tetrasilan